ClC=1C=C(C(=C2C(N(CC12)C1C(NC(CC1)=O)=O)=O)F)CNC(OCC1=NN(C(=C1)C(F)(F)F)C)=O (1-methyl-5-(trifluoromethyl)-1H-pyrazol-3-yl)methyl ((7-chloro-2-(2,6-dioxopiperidin-3-yl)-4-fluoro-3-oxoisoindolin-5-yl)methyl)carbamate